COC=1C=C(C=CC1OC)C(CNC=1N=CC2=C(N1)N(C(CC2C)=O)C2CCOCC2)C 2-((2-(3,4-dimethoxyphenyl)propyl)amino)-5-methyl-8-(tetrahydro-2H-pyran-4-yl)-5,8-dihydropyrido[2,3-d]pyrimidin-7(6H)-one